1,3-dimethylpiperidin-4-amine hydrochloride Cl.CN1CC(C(CC1)N)C